(1R,2S,5S)-8-(benzyl-(isopropyl)carbamoyl)-3-(diphenylcarbamoyl)-3,8-diazabicyclo[3.2.1]octane-2-carboxylic acid C(C1=CC=CC=C1)N(C(=O)N1[C@H]2[C@H](N(C[C@@H]1CC2)C(N(C2=CC=CC=C2)C2=CC=CC=C2)=O)C(=O)O)C(C)C